(2E)-3-(3,5-dichlorophenyl)-N-(2-hydroxy-1-{3-[4-(trifluoromethyl)phenyl]-1,2,4-oxadiazol-5-yl}ethyl)prop-2-enamide ClC=1C=C(C=C(C1)Cl)/C=C/C(=O)NC(CO)C1=NC(=NO1)C1=CC=C(C=C1)C(F)(F)F